Tert-butyl 4-(4-((3-((3-methoxy-3-oxoprop-1-en-2-yl)amino)-3-oxoprop-1-en-2-yl)carbamoyl)-1H-1,2,3-triazol-1-yl)piperidine-1-carboxylate COC(C(=C)NC(C(=C)NC(=O)C=1N=NN(C1)C1CCN(CC1)C(=O)OC(C)(C)C)=O)=O